O=C1C(C(C2=CC(=CC=C12)C(=O)C=1C=C2C(C(C(C2=CC1)=O)C(COC1=CC=CC=C1)=O)=O)=O)C(COC1=CC=CC=C1)=O 5-[1,3-dioxo-2-(2-phenoxyacetyl)-2,3-dihydro-1H-indene-5-carbonyl]-2-(2-phenoxyacetyl)-2,3-dihydro-1H-indene-1,3-dione